CN1N=C(C=C1)NC1=NN2C(C=C(C=C2)C2=C(C=NC(=C2)C#CC)OC[C@H]2OCC[C@@H]2O)=C1 (2R,3S)-2-[[4-[2-[(1-methylpyrazol-3-yl)amino]pyrazolo[1,5-a]pyridin-5-yl]-6-prop-1-ynyl-3-pyridyl]oxymethyl]tetrahydrofuran-3-ol